C1(CC1)[C@H](C(C)(C)O)N1C(C2=C(C(=CC=C2C1)F)C1=CC=C(C=C1)C=1OC(=NN1)C)=O |o1:3| (R or S)-2-(1-Cyclopropyl-2-hydroxy-2-methylpropyl)-6-fluoro-7-(4-(5-methyl-1,3,4-oxadiazol-2-yl)phenyl)isoindolin-1-one